[K].C(C)(C)(C)C1=C(C=C(C=C1)C)O 2-tert-butyl-5-methylphenol, potassium salt